1-ethyl-2,4-dimethyl-3-(3-methylphenyl)azetidine-3-carboxylic acid methyl ester COC(=O)C1(C(N(C1C)CC)C)C1=CC(=CC=C1)C